1-(3-((1-ethyl-6-((5-methylthiazol-2-yl)amino)-1H-pyrrolo[3,2-c]pyridin-4-yl)oxy)piperidin-1-yl)prop-2-en-1-one C(C)N1C=CC=2C(=NC(=CC21)NC=2SC(=CN2)C)OC2CN(CCC2)C(C=C)=O